CC1=NN2C(C=CC(=C2)N)=N1 2-methyl-[1,2,4]triazolo[1,5-a]pyridin-6-amine